7-[3-[(dimethylamino)methyl]phenyl]-1,3-dihydroimidazo[4,5-b]pyridin-2-one CN(C)CC=1C=C(C=CC1)C1=C2C(=NC=C1)NC(N2)=O